ClC1=NC(=C2N=CN(C2=N1)C[C@H]1OCC[C@@H]1O)N1[C@H](CN([C@@H](C1)C)C(CC(C)C)C1=CC=C(C=C1)Cl)C (2R,3S)-2-((2-chloro-6-((2S,5R)-4-(1-(4-chlorophenyl)-3-methylbutyl)-2,5-dimethylpiperazin-1-yl)-9H-purin-9-yl)methyl)tetrahydrofuran-3-ol